4-(1-cyanohexahydro-1H-pyrrolo[3,4-b]pyridin-6(2H)-yl)-5-fluoro-2,3-dimethyl-1H-indole-7-carboxamide C(#N)N1C2C(CCC1)CN(C2)C2=C1C(=C(NC1=C(C=C2F)C(=O)N)C)C